(R)-3-(4-nitrophenoxy)-2-hydroxy-propionic acid tert-butyl ester C(C)(C)(C)OC([C@@H](COC1=CC=C(C=C1)[N+](=O)[O-])O)=O